C(CCCCCCCCCCCCCCCCCC)(=O)OC methyl nondecanoate